N1(CCC2=CC=CC=C12)C=1C2=C(N=CN1)SC(=N2)C(=O)NC2CCOCC2 7-indolin-1-yl-N-tetrahydropyran-4-yl-thiazolo[5,4-D]pyrimidine-2-carboxamide